(S)-tert-butyl (1-((4-(3-(2,6-dimethylpyridin-4-yl)phenyl)thiazol-2-yl)amino)-3-methoxy-1-oxopropan-2-yl)carbamate CC1=NC(=CC(=C1)C=1C=C(C=CC1)C=1N=C(SC1)NC([C@H](COC)NC(OC(C)(C)C)=O)=O)C